BrC=1C=C(CC2CN(CC(C2=O)CC2=CC(=CC=C2)Br)C)C=CC1 3,5-Bis(3-bromobenzyl)-1-methylpiperidin-4-one